O=C1NC2=CC=C(C=C2C1)C1=C(C(=O)N)C=CN=C1 (2-oxoindolin-5-yl)isonicotinamide